FC(C=1C=C(CN2CC(=CCC2)C(=O)NCC2=CC=C(C=C2)C(F)(F)F)C=C(C1)C(F)(F)F)(F)F 1-(3,5-bis(trifluoromethyl)benzyl)-N-(4-(trifluoromethyl)benzyl)-1,2,5,6-tetrahydropyridine-3-carboxamide